FC=1C=C(C=C(C1)C(F)(F)F)C1=CC2=C(NC([C@H]3N(C2=O)CCN(C3)C(COC3=C(C=C(C=C3)OC(F)(F)F)C)=O)=O)C=C1 (S)-8-(3-fluoro-5-(trifluoromethyl)phenyl)-2-(2-(2-methyl-4-(trifluoromethoxy)phenoxy)acetyl)-1,3,4,12a-tetrahydrobenzo[e]pyrazino[1,2-a][1,4]diazepine-6,12(2H,11H)-dione